N,N-bis(1-oxido-2,2,6,6-tetramethylpiperidin-4-yl)amine [O-]N1C(CC(CC1(C)C)NC1CC(N(C(C1)(C)C)[O-])(C)C)(C)C